C(CC)C(C(=O)OCOC(=O)OC1CN(CC1)C)CCCCCCC=CCC=CCCCCC (((((1-methylpyrrolidin-3-yl) oxy) carbonyl) oxy) methyl) propyloctadeca-9,12-dienoate